1-isopropyl-4-[(1-isopropyl-4-piperidyl)methyl]piperidine C(C)(C)N1CCC(CC1)CC1CCN(CC1)C(C)C